C(#N)C=1C=NC(=NC1)NC1CCC(CC1)OC1=C2C=C(C=NC2=CC(=N1)N1CCOCC1)C(=O)N 5-[4-[(5-Cyanopyrimidin-2-yl)amino]cyclohexoxy]-7-morpholino-1,6-naphthyridine-3-carboxamide